6-((1-hydroxy-2-methylpropan-2-yl)amino)-N-(3-(pyrrolidin-1-yl)phenyl)-2-(6-azaspiro[2.5]oct-6-yl)nicotinamide Methyl-4-chloro-2-methyl-6-(methylamino)quinazoline-7-carboxylate COC(=O)C1=C(C=C2C(=NC(=NC2=C1)C)Cl)NC.OCC(C)(C)NC1=NC(=C(C(=O)NC2=CC(=CC=C2)N2CCCC2)C=C1)N1CCC2(CC2)CC1